C=12C=3C=CC=C(COC(NCCCNC=4C=CC(NN1)=C2C4)=O)C3 8-oxa-10,14,19,20-tetraazatetracyclo[13.5.2.12,6.018,21]tricosa-1(20),2(23),3,5,15(22),16,18(21)-heptaen-9-one